C1N(CCC2=CC=CC=C12)C[C@H](CN1C(C2=CC=C(C=C2CC1)N1CC(CCC1)N(C)C)=O)O 2-[(2R)-3-(3,4-Dihydro-1H-isochinolin-2-yl)-2-hydroxy-propyl]-6-[3-(dimethylamino)-1-piperidyl]-3,4-dihydroisochinolin-1-on